BrC1=CC(=C2C(NC(=NC2=C1F)SC)=O)F 7-bromo-5,8-difluoro-2-(methylsulfanyl)-3H-quinazolin-4-one